6-Morpholin-4-yl-N-naphthalen-1-yl-N1-p-tolyl-[1,3,5]triazine-2,4-diamine N1(CCOCC1)C1=NC(=NC(N1C1=CC=C(C=C1)C)NC1=CC=CC2=CC=CC=C12)N